(E)-4-(tert-butylamino)-N-(4-(8-(2-chloro-6-methoxy-4-(2-oxopyrrolidin-1-yl)phenyl)indolizine-3-carbonyl)-2,6-difluorophenyl)but-2-enamide C(C)(C)(C)NC/C=C/C(=O)NC1=C(C=C(C=C1F)C(=O)C1=CC=C2C(=CC=CN12)C1=C(C=C(C=C1OC)N1C(CCC1)=O)Cl)F